C(#N)N=S(=O)(NC(NC1=C2CCCC2=CC=2CCCC12)=O)\C=C\C1N(CC2C1CCC2)C (E)-N'-cyano-N-((1,2,3,5,6,7-hexahydro-s-indacen-4-yl)carbamoyl)-2-(2-methyloctahydrocyclopenta[c]pyrrol-1-yl)ethene-1-sulfonimidamide